OC=1C=C2CCN(C(C2=CC1)=O)CCOC 6-Hydroxy-2-(2-methoxyethyl)-3,4-dihydroisoquinolin-1(2H)-one